NC=1C=2N(C3=CC(=C(C=C3N1)F)C(=O)N1[C@H](CC[C@H](C1)F)C1=NC=C(C=C1)C(F)(F)F)C=NC2 (4-amino-7-fluoroimidazo[1,5-a]quinoxalin-8-yl)((2R,5R)-5-fluoro-2-(5-(trifluoromethyl)pyridin-2-yl)piperidin-1-yl)methanone